4-(7-(difluoro-methyl)-8-fluoro-imidazo[1,2-a]pyridin-3-yl)-7-((5-((2,2,4-trimethyl-piperazin-1-yl)meth-yl)pyridin-2-yl)amino)isoindolin-1-one FC(C1=C(C=2N(C=C1)C(=CN2)C2=C1CNC(C1=C(C=C2)NC2=NC=C(C=C2)CN2C(CN(CC2)C)(C)C)=O)F)F